N1=CC=C(C=C1)C1=NC(=CC(=C1)C1=CC=NC=C1)C1=CC=NC=C1 2,4,6-tri-(4-pyridyl)pyridine